O\N=C(\C(=O)NC1=CC(=CC=C1)CC(F)(F)F)/C(C)=O (E)-2-(hydroxyimino)-3-oxo-N-(3-(2,2,2-trifluoroethyl)phenyl)butanamide